FC=1C(=C(C=CC1F)C1CCN(CC1)C(CN1N=C(C2=C1CCC2)C(=O)N2C[C@H](O[C@H](C2)C)C)=O)C 1-[4-(3,4-Difluoro-2-methylphenyl)piperidin-1-yl]-2-{3-[(2R,6S)-2,6-dimethylmorpholin-4-carbonyl]-5,6-dihydrocyclopenta[c]pyrazol-1(4H)-yl}ethan-1-on